(2-chlorophenyl)-7-nitro-1,3-dihydro-1,4-benzodiazepine-2-one ClC1=C(C=CC=C1)N1C(CN=CC2=C1C=CC(=C2)[N+](=O)[O-])=O